2-(1-methyl-1H-pyrazol-4-yl)-6,7-dihydrobenzo[b]thiophen-4(5H)-one CN1N=CC(=C1)C1=CC2=C(S1)CCCC2=O